FC1=C(OC=2N=NC(=CC2C(=O)NC2=CC(=CC=C2)S(=O)(=O)C)C(F)(F)F)C=CC(=C1)F 3-(2,4-difluorophenoxy)-N-(3-(methylsulfonyl)phenyl)-6-(trifluoromethyl)pyridazine-4-carboxamide